(E)-4-(3-((2,6-dichlorobenzyl)amino)-3-oxoprop-1-en-1-yl)-2-methoxyphenylisobutyrate ClC1=C(CNC(/C=C/C2=CC(=C(C=C2)OC(C(C)C)=O)OC)=O)C(=CC=C1)Cl